(3-chloro-4-fluorophenyl)(3,3-difluorocyclopentyl)(5-methyl-4-(methylsulfonyl)-1-((2-(trimethylsilyl)ethoxy)methyl)-1H-imidazol-2-yl)methanol ClC=1C=C(C=CC1F)C(O)(C=1N(C(=C(N1)S(=O)(=O)C)C)COCC[Si](C)(C)C)C1CC(CC1)(F)F